2-{4-[5-chloro-2-(4-chloro-1H-1,2,3-triazol-1-yl)phenyl]-5-methoxy-2-oxopyridin-1(2H)-yl}-N-(2-ethyl-2H-indazol-5-yl)butanamide ClC=1C=CC(=C(C1)C1=CC(N(C=C1OC)C(C(=O)NC1=CC2=CN(N=C2C=C1)CC)CC)=O)N1N=NC(=C1)Cl